(7R,14R)-11-(6-(1-aminocyclobutyl)-5-fluoropyridin-3-yl)-6-(methyl-d3)-1-((triisopropylsilyl)ethynyl)-6,7-dihydro-7,14-methanobenzo[f]benzo[4,5]imidazo[1,2-a][1,4]diazocin-5(14H)-one NC1(CCC1)C1=C(C=C(C=N1)C1=CC2=C(N=C3N2[C@H]2C4=C(C(N([C@@H]3C2)C([2H])([2H])[2H])=O)C=CC=C4C#C[Si](C(C)C)(C(C)C)C(C)C)C=C1)F